ClC1=C(CN(C=2C3=C(N=CN2)NC(=C3)C3=CC=C(C=C3)CN3CCOCC3)C)C=CC=C1 N-(2-Chlorobenzyl)-N-methyl-6-(4-(morpholinomethyl)phenyl)-7H-pyrrolo[2,3-d]pyrimidin-4-amine